N-(4-fluoro-3-((6-(1-methyl-1H-pyrazol-4-yl)pyrazolo[1,5-a]pyrazin-4-yl)oxy)phenyl)acrylamide FC1=C(C=C(C=C1)NC(C=C)=O)OC=1C=2N(C=C(N1)C=1C=NN(C1)C)N=CC2